(R)-5-(3-(2,2-difluoroethyl)-2-methyl-3H-imidazo[4,5-b]pyridin-5-yl)-N-(1-methoxypropan-2-yl)pyrrolo[2,1-f][1,2,4]triazin-2-amine FC(CN1C(=NC=2C1=NC(=CC2)C=2C=CN1N=C(N=CC12)N[C@@H](COC)C)C)F